5-methyl-1-(1-(4-(1-methyl-1H-indazol-6-yl)benzyl)-1H-indol-5-yl)-1H-pyrazole-3-carboxamide CC1=CC(=NN1C=1C=C2C=CN(C2=CC1)CC1=CC=C(C=C1)C1=CC=C2C=NN(C2=C1)C)C(=O)N